3-(5-fluoro-1,3-dioxo-2,3-dihydro-1H-inden-2-yl)piperidine-2,6-dione FC=1C=C2C(C(C(C2=CC1)=O)C1C(NC(CC1)=O)=O)=O